COC(=O)C1=CC=2C(=CN=CC2)S1Cl 1-Chlorothiopheno[2,3-c]pyridine-2-carboxylic acid methyl ester